3,8-dimethylquinazolin-4(3H)-one CN1C=NC2=C(C=CC=C2C1=O)C